[O-]C#N.CC=1C(N=C=O)=CC(N=C=O)=CC1 toluene diisocyanate cyanate